BrC1=CC(=NC2=C1N=C(N(C2=O)C)C)Cl 8-bromo-6-chloro-2,3-dimethyl-3H,4H-pyrido[3,2-d]pyrimidin-4-one